CN1C=C(C(C2=CC=CC=C12)=O)C(=O)N/N=C/C1=CC=C(C=C1)OC1=CC=CC=C1 (E)-1-methyl-4-oxo-N'-(4-phenoxybenzylidene)-1,4-dihydroquinoline-3-carbohydrazide